2-chloro-N-(5-hydroxy-2-isopropylphenyl)acetamide ethyl-4-chloro-2-(trifluoromethyl)imidazo[1,2-a][1,8]naphthyridine-8-carboxylate C(C)OC(=O)C=1N=C2N(C=3N=C(C=C(C3C=C2)Cl)C(F)(F)F)C1.ClCC(=O)NC1=C(C=CC(=C1)O)C(C)C